FC1CC(CCC1)SSC methyl (3-fluorocyclohexyl) disulfide